N-[3-(1r,3r)-(3-chlorophenyl)cyclobutyl]-2-cyclohexyl-acetamide ClC=1C=C(C=CC1)C1CC(C1)NC(CC1CCCCC1)=O